N-(2-((5-bromo-2-chloropyrimidin-4-yl)amino)-5-fluorophenyl)methanesulfonamide BrC=1C(=NC(=NC1)Cl)NC1=C(C=C(C=C1)F)NS(=O)(=O)C